BrC1=CC(=CC(=C1)F)C(F)F 1-bromo-3-(difluoromethyl)-5-fluorobenzene